C1(CCCC1)S(=O)(=O)C1=CC=C(C=C1)CC(=O)NC=1SC2=C(N1)C=C(C(=C2)OC)OC 2-(4-Cyclopentanesulfonyl-phenyl)-N-(5,6-dimethoxy-benzothiazol-2-yl)-acetamide